diformyloxyaluminum lithium hydride [H-].[Li+].C(=O)O[Al+]OC=O.[H-]